C(C)OCOCCCC(C)Br 4-bromopentyl ethoxymethyl ether